ClC=1C(=NC(=NC1)NC1=C(C=C(C(=C1)C)N1CCC2(CC1)CCN(CC2)C)OC)NC2=CC1=C(CCO1)C=C2CS(=O)(=O)NC (6-((5-chloro-2-((2-methoxy-5-methyl-4-(9-methyl-3,9-diazaspiro[5.5]undecan-3-yl)phenyl)amino)pyrimidin-4-yl)amino)-2,3-dihydrobenzofuran-5-yl)-N-methylmethanesulfonamide